7-(5-fluoro-2-(((3S,4R)-3-hydroxytetrahydro-2H-pyran-4-yl)amino)pyrimidin-4-yl)-2-((4-hydroxypiperidin-1-yl)methyl)-1-isopropylquinolin-4(1H)-one FC=1C(=NC(=NC1)N[C@H]1[C@@H](COCC1)O)C1=CC=C2C(C=C(N(C2=C1)C(C)C)CN1CCC(CC1)O)=O